NC1=CC2=C(N(C(N2C(C)C)=O)C)C=C1 5-amino-3-isopropyl-1-methyl-1H-benzo[d]imidazol-2(3H)-one